C(#N)[C@H]1N(CSC1)C(CNC(=O)C1=CC=NC2=CC=C(C=C12)N1CC(C1)(C)OCC)=O (R)-N-(2-(4-Cyanothiazolidin-3-yl)-2-oxoethyl)-6-(3-ethoxy-3-methylazetidin-1-yl)-quinoline-4-carboxamide